FC1=C(C(=C(C(=C1F)F)F)F)O perfluorobenzene-1-ol